2-methyl-sulfonyl-acetophenone CS(=O)(=O)CC(=O)C1=CC=CC=C1